FC1=C(C=CC(=C1)F)[C@@H](C)NC(C(CC1=CC=CC=C1)N1S(C2=C(NC1=O)C=CC=C2)(=O)=O)=O N-[(1R)-1-(2,4-difluorophenyl)ethyl]-3-phenyl-2-(1,1,3-trioxo-4H-1lambda6,2,4-benzothiadiazin-2-yl)propanamide